(S)-2-(3-fluoro-4-(1-methyl-1H-pyrazol-3-yl)phenyl)-5-phenyl-2,5,6,7-tetrahydro-3H-pyrrolo[2,1-c][1,2,4]triazol-3-one FC=1C=C(C=CC1C1=NN(C=C1)C)N1N=C2N(C1=O)[C@@H](CC2)C2=CC=CC=C2